CN1C2(CC2)CN(CC1)C1CC(C1)C(=O)N 3-{4-methyl-4,7-diazaspiro[2.5]oct-7-yl}cyclobutane-1-carboxamide